3-trifluoromethyl-1-phenyl-3-(benzenesulfonyl)propan-1-one FC(C(CC(=O)C1=CC=CC=C1)S(=O)(=O)C1=CC=CC=C1)(F)F